phenyl (isopropyl salicylate) carbonate C(O)(O)=O.C(C)(C)OC=1C(C(=O)OC2=CC=CC=C2)=CC=CC1